The molecule is a glycoside consisting of D-ribitol having a alpha-D-glucosyl-(1->3)-alpha-D-glucosyl-(1->3)-alpha-L-rhamnosyl moiety attached at the 3-position. It has a role as a hapten. It is a glycoside and a tetrasaccharide. It derives from a ribitol. C[C@H]1[C@@H]([C@H]([C@H]([C@@H](O1)OC([C@@H](CO)O)[C@H](CO)O)O)O[C@@H]2[C@@H]([C@H]([C@@H]([C@H](O2)CO)O)O[C@@H]3[C@@H]([C@H]([C@@H]([C@H](O3)CO)O)O)O)O)O